thienothiofuran S1C=CC2=C1C=CS2